(R)-2-(2,5-dioxopyrrolidin-3-yl)isoindoline-1,3-dione O=C1NC(C[C@H]1N1C(C2=CC=CC=C2C1=O)=O)=O